2-[4-Chloro-5-[(3R,4R)-3-methyl-1-[(3-methyloxetan-3-yl)methylsulfonyl]-4-piperidyl]-1H-imidazol-2-yl]-5-fluoro-pyridine ClC=1N=C(NC1[C@H]1[C@H](CN(CC1)S(=O)(=O)CC1(COC1)C)C)C1=NC=C(C=C1)F